N1(N=CC=C1)C1CCN(CC1)C=1N=C2N(C(C1C)=O)C=C(C=C2[C@@H](C)NC2=C(C(=O)O)C=CC=C2)C (R)-2-((1-(2-(4-(1H-pyrazol-1-yl)piperidin-1-yl)-3,7-dimethyl-4-oxo-4H-pyrido[1,2-a]pyrimidin-9-yl)ethyl)amino)benzoic acid